C(C)(=O)O[C@H]1[C@@H](SC2=CC=CC=C2)O[C@@H]([C@@H]([C@@H]1N=[N+]=[N-])OC(C)=O)COC(C)=O phenyl 2,4,6-tri-O-acetyl-3-azido-3-deoxy-1-thio-α-D-galactopyranoside